ClC1=C(C=C(CC(C(=O)N)(C)C)C=C1)C=1NC(C=C(N1)C=1C=NC(=CC1)OCC(F)(F)F)=O (4-chloro-3-{6-oxo-4-[6-(2,2,2-trifluoroethoxy)pyridin-3-yl]-1,6-dihydropyrimidin-2-yl}benzyl)isobutyramide